2-heptyl-4-(3-trifluoromethylbenzylamino)-7-methoxychroman hydrochloride Cl.C(CCCCCC)C1OC2=CC(=CC=C2C(C1)NCC1=CC(=CC=C1)C(F)(F)F)OC